COC(=O)C1(CCC2(C(=CC3=CC=CC=C23)I)CC1)NC1=CC(=CC=C1)Br (1s,4s)-4-(3-bromoanilino)-2'-iodospiro[cyclohexane-1,1'-indene]-4-carboxylic acid methyl ester